2-Amino-5-(4-(morpholinylmethyl)phenyl)nicotinic acid NC1=C(C(=O)O)C=C(C=N1)C1=CC=C(C=C1)CN1CCOCC1